C(C(C)C)(=O)N1CCNCC1 4-isobutyrylpiperazin